3-(1-Acetyl-4-methoxypiperidin-4-yl)-5-(((R)-1-(3-(difluoromethyl)-2-fluorophenyl)ethyl)amino)-1,7-dimethyl-8-(((S)-1-methylpyrrolidin-2-yl)ethynyl)-1,6-naphthyridin-2(1H)-one C(C)(=O)N1CCC(CC1)(OC)C=1C(N(C2=C(C(=NC(=C2C1)N[C@H](C)C1=C(C(=CC=C1)C(F)F)F)C)C#C[C@H]1N(CCC1)C)C)=O